C1(CC1)C(N1C=CC2=CC=CC(=C12)C)C1=C(C=CC=C1C)O N-(cyclopropyl(2-hydroxy-6-methylphenyl)methyl)-7-methyl-1H-indole